CN(C([C@H](CC(=O)O)NC)=O)C (3S)-4-(dimethylamino)-3-(methylamino)-4-oxobutanoic acid